ClC1=NN2C(N=CC(=C2[C@H](C)OC)N)=N1 2-chloro-7-[(1S)-1-methoxyethyl]-[1,2,4]triazolo[1,5-a]pyrimidin-6-amine